tert-Butyl N-[endo-8-[7-(8-chloro-2-methoxyquinolin-7-yl)-5-{[2-(trimethylsilyl) ethoxy]methyl}-5H-pyrrolo[2,3-b]pyrazin-3-yl]-8-azabicyclo[3.2.1]octan-3-yl]carbamate ClC=1C(=CC=C2C=CC(=NC12)OC)C1=CN(C2=NC(=CN=C21)N2C1CC(CC2CC1)NC(OC(C)(C)C)=O)COCC[Si](C)(C)C